(4R)-N-[(3S,4R)-3-hydroxy-2,2-dimethyl-chroman-4-yl]-4-(2-imino-4,4-dimethyl-6-oxo-hexahydropyrimidin-1-yl)-1,1-dioxo-3,4-dihydro-2H-thiochromene-6-carboxamide O[C@@H]1C(OC2=CC=CC=C2[C@H]1NC(=O)C=1C=C2[C@@H](CCS(C2=CC1)(=O)=O)N1C(NC(CC1=O)(C)C)=N)(C)C